FC=1C=C(C=CC1OC1=C2C(=NC=C1)NN=C2N[C@H](CO)C)NC(=O)C=2C(N(N=CC2)C2=CC=C(C=C2)F)=O (S)-N-(3-fluoro-4-((3-((1-hydroxypropan-2-yl)amino)-1H-pyrazolo[3,4-b]pyridin-4-yl)oxy)phenyl)-2-(4-fluorophenyl)-3-oxo-2,3-dihydropyridazine-4-carboxamide